3-(2-(((1S,3S)-3-((2-(2-aminoethoxy)ethyl)amino)cyclopentyl)amino)-5-(trifluoromethyl)pyrimidin-4-yl)-7-(dimethylphosphoryl)-1H-indole-6-carboxylic acid NCCOCCN[C@@H]1C[C@H](CC1)NC1=NC=C(C(=N1)C1=CNC2=C(C(=CC=C12)C(=O)O)P(=O)(C)C)C(F)(F)F